C[C@H]1O[C@H](CN(C1)CCCN)C 3-((2R,6S)-2,6-dimethylmorpholino)propan-1-amine